ethyl-thiophene-2,5-dicarboxamide C(C)C1=C(SC(=C1)C(=O)N)C(=O)N